propyl 4-(3-(4-cyano-3-(trifluoromethyl) phenyl)-5,5-dimethyl-4-oxo-2-thioxoimidazolidin-1-yl)-2-fluorobenzoate C(#N)C1=C(C=C(C=C1)N1C(N(C(C1=O)(C)C)C1=CC(=C(C(=O)OCCC)C=C1)F)=S)C(F)(F)F